1,3,4,5-tetrahydro-2H-1,5-benzodiazepine-2-one N1C(CCNC2=C1C=CC=C2)=O